C12(CC=CC=3OC4=C(C=CC31)C=CC=C4)C(NC4=CC=CC=C42)=O oxindolespirodibenzo[b,f]oxepin